O1[C@H](COCC1)CN1N=C2C3=C(CC4(C2=C1)CC4)OC(=C3C(F)(F)F)C(=O)NC[C@H]3OCCC3 2'-[(2S)-1,4-Dioxan-2-ylmethyl]-N-[(2S)-tetrahydrofuran-2-ylmethyl]-8'-(Trifluoromethyl)-2',5'-dihydrospiro[cyclopropan-1,4'-furo[2,3-g]indazol]-7'-carboxamid